BrC1=CC2=C(N(C(=C2)C(=O)OCC)CC2CC2)S1 ethyl 2-bromo-6-(cyclopropylmethyl)-6H-thieno[2,3-b]pyrrole-5-carboxylate